ClC1=CC=C(C=C1)C=CC(C(C)(C)C)=O 1-(4-chlorophenyl)-4,4-dimethyl-1-penten-3-one